Ethyl-2-(7-(4-chlorophenyl)-9-methoxy-2-methyl-3-oxo-3,5-dihydro-2H-dipyrido[4,3-c:3',4'-e]azepin-5-yl)acetate C(C)OC(CC1N=C(C2=C(C=3C1=CC(N(C3)C)=O)C=NC(=C2)OC)C2=CC=C(C=C2)Cl)=O